NC1=NC=CC=C1C1=NC=2C(=NC(=CC2)C2=CC=CC=C2)N1C1=CC=C(C=C1)NC(=O)N1CCC(CC1)C(=O)OC methyl 1-[[4-[2-(2-amino-3-pyridyl)-5-phenyl-imidazo[4,5-b]pyridin-3-yl]phenyl]carbamoyl]piperidine-4-carboxylate